C(C1=CC=CC=C1)OC1=NC=C(C=C1C(CN1[C@@H](CN(CC1)C(=O)C1=C(C(=CC=C1)OC)Cl)CO)O)Cl ((3S)-4-(2-(2-(benzyloxy)-5-chloropyridin-3-yl)-2-hydroxyethyl)-3-(hydroxymethyl)piperazin-1-yl)(2-chloro-3-methoxyphenyl)methanone